C1(=CC=CC=C1)NC=CC1=C(C(=NO1)C1=C(C=CC=C1Cl)Cl)C#N 5-[2-phenylaminovinyl]-4-cyano-3-(2,6-dichlorophenyl)isoxazole